BrC=1C=C(C=C2N=CC(NC12)=O)C(=O)OCC1=CC=CC=C1 benzyl 8-bromo-2-oxo-1,2-dihydroquinoxaline-6-carboxylate